COC([C@H](CC1=CC=C(C=C1)N1C(N(C2=C1C(=CC=C2)Cl)C)=S)NC(C2=C(C=CC=C2F)Cl)=O)=O (S)-3-(4-(7-chloro-3-methyl-2-thioxo-2,3-dihydro-1H-benzo[d]imidazol-1-yl)phenyl)-2-(2-chloro-6-fluorobenzamido)propanoic acid methyl ester